tert-butyl 3-hydroxy-4-(hydroxymethyl)pyrrolidine-1-carboxylate OC1CN(CC1CO)C(=O)OC(C)(C)C